C(C)(=O)C=1C=C(C=C2C(N(C(=NC12)C1CCN(CC1)C(=O)OC(C)(C)C)C)=O)C tert-butyl 4-(8-acetyl-3,6-dimethyl-4-oxo-quinazolin-2-yl)piperidine-1-carboxylate